BrC=1C=C(C=CC1)C1CN(CC1)C(=O)N1C[C@@H]2[C@@H](OCC(N2)=O)CC1 (4aR,8aS)-6-(3-(3-Bromophenyl)pyrrolidine-1-carbonyl)hexahydro-2H-pyrido[4,3-b][1,4]oxazin-3(4H)-one